C(=O)O.FC(CC1CN(CC1)C(=O)N)(F)F 3-(2,2,2-trifluoroethyl)pyrrolidine-1-carboxamide formate